C(C)(C)(C)[Sn](N(C)C)(N(C)C)N(C)C tertiary butyl-tri(dimethylamino)stannane